5-(methyl-sulfonyl)picolinaldehyde CS(=O)(=O)C=1C=CC(=NC1)C=O